ClC=1C=C(C=CC1)C=1C=C2CCCC(C2=CC1)NC(O[C@@H]1CN2CCC1CC2)=O (S)-quinuclidin-3-yl (6-(3-chlorophenyl)-1,2,3,4-tetrahydronaphthalen-1-yl)carbamate